C(C=C)SC=1NC(C2=C(N1)NC(CC2C2=CC=C(C=C2)OCCC)=O)=O 2-allylmercapto-5-(4-propoxyphenyl)-5,6-dihydropyrido[2,3-d]pyrimidine-4,7(3H,8H)-dione